3-(1-oxo-4-(4-(piperidin-4-yl)benzyloxy)isoindolin-2-yl)piperidine-2,6-dione Hydrogen Chloride Cl.O=C1N(CC2=C(C=CC=C12)OCC1=CC=C(C=C1)C1CCNCC1)C1C(NC(CC1)=O)=O